C(C)(C)(C)OC(=O)N1CCC(C2(OCC2)C2=C1C=CC(=C2)Cl)(F)F.C(C)C2=CC1=C(C3=CC=CC=C3C(=C1C=C2)C(=O)OCC(C)C)C(=O)OCC(C)C 2-ethyl-9,10-bis(isobutoxycarbonyl)anthracene tert-Butyl-7-chloro-4,4-difluoro-1,2,3,4-tetrahydrospiro[1-benzazepin-5,2'-oxetane]-1-carboxylate